3-(2,4-difluorophenyl)-3-hydroxy-N-(1-(6-(trifluoromethyl)pyridin-2-yl)cyclopropyl)butanamide FC1=C(C=CC(=C1)F)C(CC(=O)NC1(CC1)C1=NC(=CC=C1)C(F)(F)F)(C)O